C(=O)(OCC1C2=CC=CC=C2C2=CC=CC=C12)NCCBr N-Fmoc-bromoethylamine